(2,3-dichlorophenyl)-4-ethoxy-3-nitroquinoline ClC1=C(C=CC=C1Cl)C1=NC2=CC=CC=C2C(=C1[N+](=O)[O-])OCC